C[C@H]1N(C[C@@H]([C@H]([C@@H]1O)O)O)C[C@@H]1CN(CC1)C=1C=NC=CC1C (2R,3R,4R,5S)-2-methyl-1-(((R)-1-(4-methylpyridin-3-yl)pyrrolidin-3-yl)methyl)piperidine-3,4,5-triol